ethyl 2-(3-bromo-4,5-dichloro-6-oxopyridazin-1(6H)-yl)acetate BrC1=NN(C(C(=C1Cl)Cl)=O)CC(=O)OCC